O=C1NC(CCC1N1C(C2=CC=CC(=C2C1=O)NCCCCCCCCCCOC=1C(=CC(=C2C=CC=NC12)C)C(C=1C=NC=CC1)C(C(=O)N)CC)=O)=O ((8-((10-((2-(2,6-dioxopiperidin-3-yl)-1,3-dioxoisoindolin-4-yl)amino)decyl)oxy)-5-methylquinolin-7-yl)(pyridin-3-yl)methyl)butyramide